C(=O)(O)CN(CCN(CC(=O)O)CCO)CC(=O)O N-(2-(BISCARBOXYMETHYLAMINO)ETHYL)-N-(2-HYDROXYETHYL)GLYCINE